hexa-methylene diisocyanate C(CCCCCN=C=O)N=C=O